OC(=O)C(F)(F)F.FC1=CC=C(C=C1)CCN(CCN1C2CC(CC1CC2)C=2C=C(C(=O)N)C=CC2)C(CO)=O 3-endo-(8-{2-[[2-(4-fluorophenyl)ethyl]-(2-hydroxyacetyl)amino]-ethyl}-8-aza-bicyclo[3.2.1]oct-3-yl)-benzamide TFA salt